N-(cyanomethyl)-4-(5-methyl-2-((1-((1R,3s,5S)-8-(2,2,2-trifluoroethyl)-8-azabicyclo[3.2.1]octan-3-yl)-1H-pyrazol-4-yl)amino)pyrimidin-4-yl)benzamide C(#N)CNC(C1=CC=C(C=C1)C1=NC(=NC=C1C)NC=1C=NN(C1)C1C[C@H]2CC[C@@H](C1)N2CC(F)(F)F)=O